7,7'-dibromo-9,9'-spirobi[9H-fluorene] BrC1=CC=C2C=3C=CC=CC3C3(C2=C1)C1=CC(=CC=C1C=1C=CC=CC13)Br